BrC=1C=2C3=C(C(N(C3=CC1)N1CNCC=C1)=O)C=CC2 1-(6-bromo-2-oxobenzo[cd]indol-1(2H)-yl)dihydropyrimidine